tert-butyl (3-iodo-1H-indazol-6-yl)carbamate IC1=NNC2=CC(=CC=C12)NC(OC(C)(C)C)=O